3,6-bis(dimethyl-amino)fluorene CN(C=1C=CC=2CC3=CC=C(C=C3C2C1)N(C)C)C